(4bS,5aR)-4-(5-methyl-1H-indazol-4-yl)-2-(2-(2-propenoyl)-2,6-diazaspiro[3.4]octan-6-yl)-4b,5,5a,6-tetrahydrocyclopropa[3,4]cyclopenta[1,2-b]pyridine-3-carbonitrile CC=1C(=C2C=NNC2=CC1)C1=C2C(=NC(=C1C#N)N1CC3(CN(C3)C(C=C)=O)CC1)C[C@@H]1[C@@H]2C1